S1C=NC2=C1C=C(C=C2)\C=C\2/N=C(NC2=O)N[C@H]2[C@@H](CCCCC2)OC |r| (±)-(4Z)-4-(1,3-Benzothiazol-6-ylmethylene)-2-[[trans-2-methoxycycloheptyl]amino]-1H-imidazol-5-one